N-[3-chloro-4-[4-(4-hydroxypiperidine-4-carbonyl)piperazine-1-carbonyl]phenyl]-1-methyl-5-[1-[5-(methylamino)-2-pyridyl]-3-(trifluoromethyl)pyrazol-4-yl]imidazole-2-carboxamide ClC=1C=C(C=CC1C(=O)N1CCN(CC1)C(=O)C1(CCNCC1)O)NC(=O)C=1N(C(=CN1)C=1C(=NN(C1)C1=NC=C(C=C1)NC)C(F)(F)F)C